2-{2-[3-(hydroxymethyl)-3-methylazetidin-1-yl]-2-oxoethyl}-2,3-dihydro-1H-isoindol-1-one OCC1(CN(C1)C(CN1C(C2=CC=CC=C2C1)=O)=O)C